OC1=CC=C(C=C1)CC(=O)O (para-hydroxyphenyl)acetic acid